FC(C(=O)O)(F)F.O1C(NC2=C1C=CC(=C2)NC2=NC(=NC=C2C)NC2=CC=C(C=C2)OC(F)(F)F)=O N4-(benzoxazolin-2-on-5-yl)-N2-(4-trifluoromethoxyphenyl)-5-methylpyrimidine-2,4-diamine trifluoroacetate salt